FC1=C2C(=NC=3N(C2=CC=C1)C(=NN3)C)N3CCCC1=C(C=CC=C31)C#CC(CC)(O)C (1-(6-fluoro-1-methyl-[1,2,4]triazolo[4,3-a]quinazolin-5-yl)-1,2,3,4-tetrahydroquinolin-5-yl)-3-methylpent-1-yn-3-ol